N1(CCNCC1)C(=O)N1CCC(CC1)C1=CC=C(NC2C(NC(CC2)=O)=O)C=C1 3-[4-[1-(piperazine-1-carbonyl)-4-piperidyl]anilino]piperidine-2,6-dione